2-amino-3-methyl-N-((1S)-1-(3-oxo-3,4-dihydro-2H-1,4-benzoxazin-6-yl)ethyl)-N-((5-(trifluoromethyl)-2-pyridinyl)methyl)-6-quinolinecarboxamide NC1=NC2=CC=C(C=C2C=C1C)C(=O)N(CC1=NC=C(C=C1)C(F)(F)F)[C@@H](C)C=1C=CC2=C(NC(CO2)=O)C1